2-METHYLNAPHTHALENE-4-CARBOXALDEHYDE CC1=CC2=CC=CC=C2C(=C1)C=O